3,5-dimethoxy-4-((1R,6R)-3-methyl-6-(prop-1-en-2-yl)cyclohex-2-enyl)phenyl trifluoromethanesulfonate FC(S(=O)(=O)OC1=CC(=C(C(=C1)OC)[C@@H]1C=C(CC[C@H]1C(=C)C)C)OC)(F)F